Cl.COC=1C=C(C=CC1)CCC[C@H](N)B1OC(C(O1)(C)C)(C)C (R)-4-(3-methoxyphenyl)-1-(4,4,5,5-tetramethyl-1,3,2-dioxaborolan-2-yl)butan-1-amine hydrochloride